N1(CCCCC1)C(=O)OC(C)(C)C tert-butyl piperid-1-carboxylate